C(C)(C)(C)OC(=O)N1CC=2N=C(SC2C1)C=1C(=C(C=CC1)C1=C(C(=CC=C1)C=1OC2=C(N1)C=C(C=C2C#N)CN2C[C@@H](CC2)C(=O)O)C)C (R)-1-((2-(3'-(5-(tert-butoxycarbonyl)-5,6-dihydro-4H-pyrrolo[3,4-d]thiazol-2-yl)-2,2'-dimethylbiphenyl-3-yl)-7-cyanobenzo[d]oxazol-5-yl)methyl)pyrrolidine-3-carboxylic acid